N-{(3S,4S)-1-[(S)-tetrahydro-3-furyl]-3-methyl-4-piperidyl}-6-{3-[4-(N-methylcarbamoyl)-5-fluoro-2-anisidino]-1-propynyl}-1-(2,2,2-trifluoroethyl)-1H-1,3-benzimidazole-4-carboxamide O1C[C@H](CC1)N1C[C@@H]([C@H](CC1)NC(=O)C1=CC(=CC=2N(C=NC21)CC(F)(F)F)C#CCNC=2C(OC)=CC(=C(C2)C(NC)=O)F)C